CC1=C(C=O)C=C(C=C1)C(F)(F)F 2-methyl-5-(trifluoromethyl)benzaldehyde